5-(2-(aminomethyl)phenyl)-N,N-dimethylpyridin-2-amine NCC1=C(C=CC=C1)C=1C=CC(=NC1)N(C)C